S1C2=C(C=C1)C(=CC=C2)N[C@@H]2CN(CC2)C(=O)OC(C)(C)C tert-butyl (S)-3-(benzo[b]thiophen-4-ylamino)pyrrolidine-1-carboxylate